tert-butyl ((3S,6S,9aS)-3-((6S,7R)-6-(5-chloropyridin-3-yl)-7-cyano-4-azaspiro[2.4]heptane-4-carbonyl)-5-oxooctahydro-1H-pyrrolo[1,2-a]azepin-6-yl)carbamate ClC=1C=C(C=NC1)[C@H]1CN(C2(CC2)[C@@H]1C#N)C(=O)[C@@H]1CC[C@H]2N1C([C@H](CCC2)NC(OC(C)(C)C)=O)=O